[5,10,15,20-tetra(4-sulfophenyl)porphyrin] cobalt [Co].S(=O)(=O)(O)C1=CC=C(C=C1)C=1C2=CC=C(N2)C(=C2C=CC(C(=C3C=CC(=C(C=4C=CC1N4)C4=CC=C(C=C4)S(=O)(=O)O)N3)C3=CC=C(C=C3)S(=O)(=O)O)=N2)C2=CC=C(C=C2)S(=O)(=O)O